(2R)-2-[2-[1-(pyridin-4-ylmethyl)pyrrole-2-amido]-1,3-thiazol-4-yl]pyrrolidine-1-carboxylic acid tert-butyl ester C(C)(C)(C)OC(=O)N1[C@H](CCC1)C=1N=C(SC1)NC(=O)C=1N(C=CC1)CC1=CC=NC=C1